2-bromo-3-methoxy-5-methylbenzaldehyde BrC1=C(C=O)C=C(C=C1OC)C